CC=1C(=C(C(=O)O)C=CC1)N.COC(C=1C(N)=CC=CC1)=O.BrC=1C=CC(=NC1)C(F)(F)F 5-bromo-2-(trifluoro-methyl)pyridine METHYL-ANTHRANILATE (methyl-2-aminobenzoate)